4,5,6,7-tetrahydroinden C1C=CC=2CCCCC12